CCC(CCCC)C(=O)N Heptane-3-carboxamide